tert-butyl (2-(3-((2,2-dimethyl-2,3-dihydrofuro[2,3-c]pyridin-5-yl)(imino)methyl)thioureido)pyridin-3-yl)(methyl)carbamate CC1(CC=2C(=CN=C(C2)C(NC(NC2=NC=CC=C2N(C(OC(C)(C)C)=O)C)=S)=N)O1)C